2-quinolin-2-ylindene-1,3-dione N1=C(C=CC2=CC=CC=C12)C1C(C2=CC=CC=C2C1=O)=O